CN[C@H]1[C@@H](CCCC1)NC (1R,2R)-N,N'-dimethylcyclohexane-1,2-diamine